C(C)C1CN(C1)C(=O)O[C@@H]1CC[C@H](CC1)C(N(C1=NC=CC(=C1)C=1C=NN(C1)C(C)C)C[C@@H]1CC[C@H](CC1)C1=CC(=C(C=C1)OC)C#N)=O trans-4-(((trans-4-(3-Cyano-4-methoxy-phenyl)cyclohexyl)-methyl)(4-(1-iso-propyl-1H-pyrazol-4-yl)pyridin-2-yl)carbamoyl)cyclohexyl 3-ethylazetidine-1-carboxylate